C(#N)C=1C=C(C=NC1)C(=O)NC1=NC=C(C=C1)C1(CCC1)C(NC1=CC=C(C=C1)F)=O 5-cyano-N-(5-{1-[(4-fluorophenyl)carbamoyl]cyclobutyl}pyridin-2-yl)pyridine-3-carboxamide